N-(2-(3-(Dimethylamino)propoxy)-5-(3'-methyl-2'-oxo-2',3'-dihydrospiro[cyclobutane-1,1'-pyrrolo[2,3-c]quinolin]-8'-yl)pyridin-3-yl)thiazole-4-sulfonamide hydrochloride Cl.CN(CCCOC1=NC=C(C=C1NS(=O)(=O)C=1N=CSC1)C1=CC=2C3=C(C=NC2C=C1)N(C(C31CCC1)=O)C)C